C(C)(C)(C)C1N2C(C3=CC(=C(C=C3C1)O)O)=CC(C(=C2)C(=O)O)=O 6-(tert-butyl)-9,10-dihydroxy-2-oxo-6,7-dihydro-2H-pyrido[2,1-a]isoquinoline-3-carboxylic acid